7-(bromomethyl)-5-chloro-2-methyl-oxazolo[5,4-b]pyridine BrCC1=C2C(=NC(=C1)Cl)OC(=N2)C